OC(C(=O)C1=CC=C(C=C1)CC1=CC=C(C=C1)C(C(C)(C)O)=O)(C)C 2-hydroxy-1-{4-[4-(2-hydroxy-2-methylpropionyl)benzyl]phenyl}2-methylpropan-1-one